8-bromoquinolin-4-amine BrC=1C=CC=C2C(=CC=NC12)N